CC1=C(C=C2C=C(N=CC2=C1)NC(=O)[C@H]1[C@@H](C1)C1=NC=CC=C1)N1CC[NH+](CC1)[C@@]1(COCC1)C (1R,2R)-N-[7-methyl-6-[4-((3S)-3-methyltetrahydrofuran-3-yl)piperazin-4-ium-1-yl]-3-isoquinolyl]-2-(2-pyridyl)cyclopropanecarboxamide